ethyl-(trimethylsilyloxy)[(dimethylsiloxy)dimethylsiloxy]silane C(C)[SiH](O[Si](C)(C)O[SiH](C)C)O[Si](C)(C)C